[I-].CC=1SC2=C([N+]1C)C=CC=C2 2,3-dimethylbenzothiazolium iodide